tert-butyl 6-(5-bromo-pentanoylamino)-perhydro-1,4-oxazepan-4-carboxylate BrCCCCC(=O)NC1CN(CCOC1)C(=O)OC(C)(C)C